C(=O)=C(CC(=O)OCC(C)C)CC1=C(C=C(C(=C1)F)F)F isobutyl 3-carbonyl-4-(2,4,5-trifluorophenyl)-butyrate